6-(4-((1R,4R)-5-((5-(2,4-dioxotetrahydropyrimidin-1(2H)-yl)pyridin-2-yl)methyl)-2,5-diazabicyclo[2.2.1]heptane-2-yl)phenyl)-4-fluoro-1-oxoisoindole O=C1N(CCC(N1)=O)C=1C=CC(=NC1)CN1[C@H]2CN([C@@H](C1)C2)C2=CC=C(C=C2)C2=CC(=C1C=NC(C1=C2)=O)F